[C+4].S(=O)(=O)([O-])[O-].NC(=N)N.S(=O)(=O)([O-])[O-] guanidine sulfate carbon